2-(6-fluoro-1H-pyrrolo[3,2-b]pyridin-3-yl)acetic acid FC=1C=C2C(=NC1)C(=CN2)CC(=O)O